O=C1C(C(CC1)CC(=O)O)C=CCCC 3-oxo-2-(pentenyl)cyclopentaneacetic acid